N-(2-amino-7-bromo-4-chloroquinolin-3-yl)-2-ethoxyacetamide NC1=NC2=CC(=CC=C2C(=C1NC(COCC)=O)Cl)Br